7-methoxy-4,4-dimethylchromane-8-sulfonyl chloride COC1=CC=C2C(CCOC2=C1S(=O)(=O)Cl)(C)C